C(C)(C)(C)OC(=O)N1CC(C1)C1=NC=C(C=C1)C1=C(C=C(C=C1)S(=O)(=O)C)Cl 3-[5-(2-chloro-4-methylsulfonyl-phenyl)-2-pyridinyl]azetidine-1-carboxylic acid tert-butyl ester